benzyl (4-bromo-3-oxo-1-((1,1,1-trifluoro-2-methylpropan-2-yl)oxy)butan-2-yl)carbamate BrCC(C(COC(C(F)(F)F)(C)C)NC(OCC1=CC=CC=C1)=O)=O